1-phenyl-2-(trifluoromethyl)-3H-cyclopenta[c]quinolin-3-one C1(=CC=CC=C1)C1=C(C(C=2C=NC=3C=CC=CC3C21)=O)C(F)(F)F